5-METHOXY-2-(METHOXYMETHOXY)PHENYLBORONIC ACID COC=1C=CC(=C(C1)B(O)O)OCOC